FC1=C(C(=C(C=C1)Br)C)C 4-fluoro-2,3-dimethyl-bromobenzene